CN(CCOC=1C(=C(C(=O)NC2=C3C=CC=NC3=CC=C2)C=CC1)C)C 2-(dimethylamino)ethoxyl-2-methyl-N-(quinolin-5-yl)benzamide